(1R)-2-[4-(1-{6-ethoxy-2-methyl-2H-pyrazolo[3,4-b]pyridin-5-yl}-5-methyl-4-(propan-2-yl)-1H-pyrazol-3-yl)-2H-indazol-2-yl]-1-phenylethan-1-ol C(C)OC=1C(=CC=2C(N1)=NN(C2)C)N2N=C(C(=C2C)C(C)C)C=2C1=CN(N=C1C=CC2)C[C@H](O)C2=CC=CC=C2